(1S,2S)-2-(7-chloro-2,3-dihydro-1-benzofuran-5-carbonyl)cyclopropane-1-carboxylic acid ClC1=CC(=CC=2CCOC21)C(=O)[C@@H]2[C@H](C2)C(=O)O